C(C)C(CCCCCCCCCCCCCCCCCC)OCCO 2-[(1-ethylnonadecyl)oxy]ethanol